4'-(N-benzyl-2,4-dihydroxy-5-isopropylbenzamido)-N-((4,6-dimethyl-2-oxo-1,2-dihydropyridin-3-yl)methyl)-5-(ethyl(tetrahydro-2H-pyran-4-yl)amino)-4-methyl-[1,1'-biphenyl]-3-carboxamide C(C1=CC=CC=C1)N(C(C1=C(C=C(C(=C1)C(C)C)O)O)=O)C1=CC=C(C=C1)C1=CC(=C(C(=C1)N(C1CCOCC1)CC)C)C(=O)NCC=1C(NC(=CC1C)C)=O